C(C1=CC=CC=C1)OC(NC=1C=NN2C1CCCC2)=O (4,5,6,7-Tetrahydropyrazolo[1,5-a]pyridin-3-yl)carbamic acid benzyl ester